(E)-1-(2,6,6-Trimethylcyclohex-3-en-1-yl)but-2-en-1-on CC1C(C(CC=C1)(C)C)C(\C=C\C)=O